ClC=1C=NC(=NC1)CN1C(=NC(=C1)C(F)(F)F)C=1C=NN(C1C)C 5-chloro-2-[[2-(1,5-dimethylpyrazol-4-yl)-4-(trifluoromethyl)imidazol-1-yl]methyl]pyrimidine